FC=1C=C(COC=2C(=NC=C(C2)C2=CC=CC=C2)N)C=CC1OC 3-(3-fluoro-4-methoxy-benzyloxy)-5-phenyl-pyridin-2-ylamine